ClCC[SiH](F)F chloroethyldifluorosilane